[OH-].C[N+](CCO)(CCO)CCO methyltri(hydroxyethyl)ammonium hydroxide